FC1=C(C(=C(C(=C1[B-](C1=C(C(=C(C(=C1F)F)F)F)F)(C1=C(C(=C(C(=C1F)F)F)F)F)C1=C(C(=C(C(=C1F)F)F)F)F)F)F)F)F.C(C)(=O)C1=CC=C(C=C1)SC1=CC=C(C=C1)[S+](C1=CC=C(C=C1)SC1=CC=C(C=C1)C(C)=O)C1=CC=C(C=C1)SC1=CC=C(C=C1)C(C)=O tris(4-(4-acetylphenylthio)phenyl)sulfonium tetrakis(pentafluorophenyl)borate